CC1=CC=C(C=C1)CCC(CCC)(O)C1=CC=CC=C1 1-p-methylphenyl-3-phenyl-3-hexanol